FC1CN(C1)CCC1=NN(C(C(=C1)C(F)(F)F)=O)[C@H](C(=O)O)CC(C)C (S)-2-(3-(2-(3-Fluoroazetidin-1-yl)ethyl)-6-oxo-5-(trifluoromethyl)pyridazin-1(6H)-yl)-4-methylpentanoic acid